ClC1=C2C3=C(N=CN=C3C=C1C1=C(C=CC=C1O)F)N1[C@H](CCO2)CN(CC1)C(=O)C1[N@@](C1)C(C1=CC=CC=C1)(C1=CC=CC=C1)C1=CC=CC=C1 ((14aR)-11-chloro-10-(2-fluoro-6-hydroxyphenyl)-1,3,4,13,14,14a-hexahydro-2H-pyrazino[1',2':5,6][1,5]oxazocino[4,3,2-de]quinazolin-2-yl)((R)-1-tritylaziridin-2-yl)methanone